N-[(2,4-dimethoxyphenyl)methyl]-4-(3-hydroxyprop-1-ynyl)-1-methyl-pyrazolo[4,3-c]pyridine-6-carboxamide COC1=C(C=CC(=C1)OC)CNC(=O)C1=CC2=C(C(=N1)C#CCO)C=NN2C